[N-](S(=O)(=O)C(F)(F)C(F)(F)F)S(=O)(=O)C(F)(F)C(F)(F)F.[Li+] lithium bis(pentafluoroethylsulfonyl)imide